5-(4-fluorophenyl)-1-hydroxy-4-oxopyridine-3-carboxamide FC1=CC=C(C=C1)C=1C(C(=CN(C1)O)C(=O)N)=O